6-(5-methyl-1,2,4-oxadiazol-3-yl)-2,3-dihydro-1-benzofuran-3-amine hydrochloride Cl.CC1=NC(=NO1)C1=CC2=C(C(CO2)N)C=C1